tert-butyl (2-((6-(4-cyano-2-(ethoxymethoxy)phenyl)-5-cyclopropylpyridazin-3-yl)amino)-2-oxoethyl)(methyl)carbamate C(#N)C1=CC(=C(C=C1)C1=C(C=C(N=N1)NC(CN(C(OC(C)(C)C)=O)C)=O)C1CC1)OCOCC